N-((S)-1-(5-(difluoromethyl)pyridin-2-yl)ethyl)-2-methylpropane-2-sulfinamide FC(C=1C=CC(=NC1)[C@H](C)NS(=O)C(C)(C)C)F